3-[[(3R,4R)-4-[4-Chloro-2-(5-fluoro-2-pyridyl)-1H-imidazol-5-yl]-3-methyl-1-piperidyl]sulfonylmethyl]-5-methyl-1,2,4-oxadiazole ClC=1N=C(NC1[C@H]1[C@H](CN(CC1)S(=O)(=O)CC1=NOC(=N1)C)C)C1=NC=C(C=C1)F